P1(=O)OC(=O)OP(O1)=O Carbonyl diphosphonate